6-(6-(imidazo[1,2-a]pyridin-7-ylmethoxy)-2-azaspiro[3.3]heptan-2-yl)isoquinoline N=1C=CN2C1C=C(C=C2)COC2CC1(CN(C1)C=1C=C3C=CN=CC3=CC1)C2